FC1=C(C(=C(C(=C1F)F)F)F)S(=O)(=O)NC12CC3(CC(CC(C1)C3)(C2)C)C 2,3,4,5,6-Pentafluoro-N-(3,5-dimethyltricyclo[3.3.1.13,7]dec-1-yl)benzenesulfonamide